N-[1-[[2-chloro-5-[2-(difluoromethoxy)-4-pyridyl]phenyl]methyl]-2-[4-(3-methylimidazol-4-yl)anilino]-2-oxo-ethyl]-2-methyl-pyrazole-3-carboxamide ClC1=C(C=C(C=C1)C1=CC(=NC=C1)OC(F)F)CC(C(=O)NC1=CC=C(C=C1)C=1N(C=NC1)C)NC(=O)C=1N(N=CC1)C